2-(4-acryloyl-3,3-dimethylpiperazin-1-yl)-N-[(3R)-3,4-di-hydro-2H-chromen-3-yl]-5H-pyrrolo[2,3-b]pyrazine-7-carboxamide C(C=C)(=O)N1C(CN(CC1)C=1N=C2C(=NC1)NC=C2C(=O)N[C@H]2COC1=CC=CC=C1C2)(C)C